isopropyl 2-((5-amino-4-((2-(dimethylamino)ethyl)(methyl)amino)-2-(methoxy-d3)phenyl)amino)-4-(3,3,5-trimethyl-2,3-dihydro-1H-pyrrolo[3,2-b]pyridin-1-yl)pyrimidine-5-carboxylate NC=1C(=CC(=C(C1)NC1=NC=C(C(=N1)N1CC(C2=NC(=CC=C21)C)(C)C)C(=O)OC(C)C)OC([2H])([2H])[2H])N(C)CCN(C)C